CS(=O)(=O)OC[C@@H]1N(CC2(CC2)C1)C(=O)OC(C)(C)C tert-butyl (6R)-6-[(methanesulfonyloxy)methyl]-5-azaspiro[2.4]heptane-5-carboxylate